sodium naphthalene-1,7-disulfonate C1(=CC=CC2=CC=C(C=C12)S(=O)(=O)[O-])S(=O)(=O)[O-].[Na+].[Na+]